CC1(OB(OC1(C)C)C1=CC=C(O[C@H]2CN(CCC2)C(=O)OC(C)(C)C)C=C1)C tert-butyl (R)-3-(4-(4,4,5,5-tetramethyl-1,3,2-dioxaborolan-2-yl)phenoxy)piperidine-1-carboxylate